N-[9-[(2R,3R,4S,5R)-3,4-dihydroxy-5-(hydroxymethyl)oxolan-2-yl]-6-oxo-6,9-dihydro-1H-purin-2-yl]-2-methylpropanamide O[C@H]1[C@@H](O[C@@H]([C@H]1O)CO)N1C=2N=C(NC(C2N=C1)=O)NC(C(C)C)=O